NC=1C=C2C(=CNC2=C(C1)NC(CN1C[C@H](CC1)OC1=NC(=NC=C1)NC1CC1)=O)C1=NC(=NC=C1C)NC1=NN(C(=C1)C)C (S)-N-(5-amino-3-(2-((1,5-dimethyl-1H-pyrazol-3-yl)amino)-5-methylpyrimidin-4-yl)-1H-indol-7-yl)-2-(3-((2-(cyclopropylamino)pyrimidin-4-yl)oxy)pyrrolidin-1-yl)acetamide